(3S,4R)-1-((4-(7-methyl-1H-indazol-5-yl)phenyl)sulfonyl)-4-((5-(trifluoromethyl)pyridin-2-yl)amino)piperidin-3-ol CC=1C=C(C=C2C=NNC12)C1=CC=C(C=C1)S(=O)(=O)N1C[C@@H]([C@@H](CC1)NC1=NC=C(C=C1)C(F)(F)F)O